C(C)OC(CCN(C(=O)N)C1=CC=C(C=C1)N1CCN(CC1)C(=O)OC(C)(C)C)=O tert-Butyl 4-(4-(1-(3-ethoxy-3-oxopropyl)ureido)phenyl)piperazine-1-carboxylate